FC=1C=C(\C=C/2\C(N(C(S2)=O)CC(=O)NC2=CC=C3C(=CC(OC3=C2)=O)C)=O)C=CC1F (Z)-2-(5-(3,4-difluorobenzylidene)-2,4-dioxothiazolidin-3-yl)-N-(4-methyl-2-oxo-2H-chromen-7-yl)acetamide